NC1=NC(=C(C(=N1)N)C#N)N[C@@H](C)C1=CN(C2=NC=CC(=C21)Cl)C2=CC(=CC=C2)S(=O)(=O)C (S)-2,4-diamino-6-((1-(4-chloro-1-(3-(methylsulfonyl)phenyl)-1H-pyrrolo[2,3-b]pyridin-3-yl)ethyl)amino)pyrimidine-5-carbonitrile